C(CCCCCCCCCCCCC)N1C(=C(C(C=C1O)=O)O)C#N N-tetradecyl-2-cyano-3,6-dihydroxypyridin-4-one